2-(((2R,3R,4R,5R)-2-(((tert-butyldimethylsilyl)oxy)methyl)-4-fluoro-5-(6-hydroxy-9H-purin-9-yl)tetrahydrofuran-3-yl)oxy)-1,3,2-dithiaphospholane 2-sulfide [Si](C)(C)(C(C)(C)C)OC[C@H]1O[C@H]([C@@H]([C@@H]1OP1(SCCS1)=S)F)N1C2=NC=NC(=C2N=C1)O